1-[2-(azetidin-1-yl)-2-oxo-ethyl]-6-[3-(2-fluoroethoxy)-5-(trifluoromethyl)phenyl]-3-methyl-imidazo[4,5-b]pyridin-2-one N1(CCC1)C(CN1C(N(C2=NC=C(C=C21)C2=CC(=CC(=C2)C(F)(F)F)OCCF)C)=O)=O